C(C)(C)N1CCN(CC1)CC(=O)NC=1N=CC2=CC=C(C=C2C1)C=1C=NN(C1)C 2-(4-isopropylpiperazin-1-yl)-N-(6-(1-methyl-1H-pyrazol-4-yl)isoquinolin-3-yl)acetamide